[N+](=[N-])=CC(CC[C@@H](C(=O)OC(C)C)NC([C@H](CC1=CNC2=CC(=CC=C12)OC)OC)=O)=O isopropyl (S)-6-diazo-2-((S)-2-methoxy-3-(6-methoxy-1H-indol-3-yl)propanamido)-5-oxohexanoate